OC1(CCC(CC1)N1N=C2C=C(C(=CC2=C1)NC(=O)C1=[N+](C(=CC=C1)C)[O-])OC)C#C 2-((2-(trans-4-hydroxy-cis-4-ethynyl-cyclohexyl)-6-methoxy-2H-indazol-5-yl)carbamoyl)-6-methylpyridine 1-oxide